methyl (S)-3-(allyloxy)-4-hydroxybutanoate C(C=C)O[C@@H](CC(=O)OC)CO